N(=[N+]=[N-])CCOCCCC1=C2CN(C(C2=CC=C1)=O)C1CNCCC1 3-(4-(3-(2-azidoethoxy)propyl)-1-oxoisoindolin-2-yl)piperidine